ClCCCN1CCOCC1 1-chloro-3-morpholinylpropane